N-(4-(4-amino-5-(3-fluoro-4-((1-oxotetrahydro-1λ6-thiophene-1-ylidene)amino)phenyl)-7-methyl-7H-pyrrolo[2,3-d]pyrimidin-6-yl)-3-methylphenyl)methacrylamide NC=1C2=C(N=CN1)N(C(=C2C2=CC(=C(C=C2)N=S2(CCCC2)=O)F)C2=C(C=C(C=C2)NC(C(=C)C)=O)C)C